BrC1=CC=CC(=N1)NS(=O)(=O)C1=CNC2=NC=CC=C21 N-(6-bromo-2-pyridinyl)1H-pyrrolo[2,3-b]pyridine-3-sulfonamide